3-(4-((5-chloro-2,2-dimethyl-2,3-dihydrobenzofuran-7-yl)methoxy)-2,3-dimethylphenyl)-N-(3,4-dimethylisoxazol-5-yl)acrylamide ClC=1C=C(C2=C(CC(O2)(C)C)C1)COC1=C(C(=C(C=C1)C=CC(=O)NC1=C(C(=NO1)C)C)C)C